4-[4-[4-[(1R)-1-(2-Cyanophenyl)ethoxy]pyrazolo[1,5-a]pyridin-6-yl]-5-methyl-pyrazol-1-yl]piperidine-1-carbonitrile C(#N)C1=C(C=CC=C1)[C@@H](C)OC=1C=2N(C=C(C1)C=1C=NN(C1C)C1CCN(CC1)C#N)N=CC2